[N+](=O)([O-])C1=CC=C(CN2CCN(CCN(CCN2CC(=O)O)CC(=O)O)CC(=O)O)C=C1 1-(p-nitrobenzyl)-1,4,7,10-tetraazacyclodecane-4,7,10-triacetic acid